(S)-3-((S*)-2-(5-(2-(dimethylamino)ethyl)-2-oxo-4-(trifluoromethyl)pyridin-1(2H)-yl)-4-methylpentanamido)-3-(4-(2,6-dimethylphenyl)-6-(trifluoromethyl)pyridin-2-yl)propanoic acid CN(CCC=1C(=CC(N(C1)[C@H](C(=O)N[C@@H](CC(=O)O)C1=NC(=CC(=C1)C1=C(C=CC=C1C)C)C(F)(F)F)CC(C)C)=O)C(F)(F)F)C |o1:10|